4-(3-(6-(4-(2-hydroxyethyl)piperazin-1-yl)pyridin-3-yl)-6-methoxy-1H-pyrazolo[4,3-b]pyridin-5-yl)-2,3-dihydro-1H-indene-1-carbonitrile OCCN1CCN(CC1)C1=CC=C(C=N1)C1=NNC=2C1=NC(=C(C2)OC)C2=C1CCC(C1=CC=C2)C#N